5'-Chloro-2'-(4-methoxypiperidine-1-carbonyl)-6'H-spiro[cyclohexane-1,9'-oxazolo[5,4-f]quinazolin]-7'(8'H)-one ClC=1C=C2C(=C3C4(NC(NC13)=O)CCCCC4)OC(=N2)C(=O)N2CCC(CC2)OC